BrC=1C=2C(N=C3N(C2C=CC1)C1=CC(=CC=C1C31CCCCC1)C1CCC(CC1)CO)=O 4'-bromo-10'-(4-(hydroxymethyl)cyclohexyl)-5'H-spiro[cyclohexane-1,7'-indolo[1,2-a]quinazolin]-5'-one